3-(Dimethylamino)-N-((1,2,3,5,6,7-hexahydro-s-indacen-4-yl)carbamoyl)azetidine-1-sulfonamide, potassium salt [K].CN(C1CN(C1)S(=O)(=O)NC(NC1=C2CCCC2=CC=2CCCC12)=O)C